C(C)N(C(CC[C@H]/1C2C3CCC=4C(=CC=CC4C3CC[C@@]2(C(\C1=C/O)=O)C)F)=O)CC N,N-diethyl-3-((13S,15S,Z)-4-fluoro-16-(hydroxymethylene)-13-methyl-17-oxo-7,8,9,11,12,13,14,15,16,17-decahydro-6H-cyclopenta[a]phenanthren-15-yl)propanamide